C(C)(C)(C)OC(NCC1=C(C=CC(=C1)C=1C=NN(C1)C1=CC=C(C=C1)F)F)=O 2-Fluoro-5-(1-(4-fluorophenyl)-1H-pyrazol-4-yl)benzyl-carbamic acid tert-butyl ester